O=S1(CCC1)=NC=1C=CC(=NC1)N1N=CN=C1[C@H](C)NC(C1=CC(=CC(=C1)C(F)(F)F)C(F)(F)F)=O (S)-N-(1-(1-(5-((1-oxido-λ6-thietan-1-ylidene)amino)pyridin-2-yl)-1H-1,2,4-triazol-5-yl)ethyl)-3,5-bis(trifluoromethyl)benzamide